P(=O)(O)(O)CON[C@@H](CC)C(=O)[C@@]1([C@H](O)[C@H](O)[C@@H](CO)O1)N1C=NC=2C(=O)NC(N)=NC12 phosphonomethoxydeoxythreonyl-guanosine